FC1(CCC(CC1)[C@H](NC(=O)C1=NN(N=C1)CC(F)F)C1=NC2=C(N1)C=C(C=C2)[C@@H](C)NC(CCC(F)(F)F)=O)F N-[(S)-(4,4-Difluorocyclohexyl)-[6-[(1R)-1-(4,4,4-trifluorobutanoylamino)ethyl]-1H-benzimidazol-2-yl]methyl]-2-(2,2-difluoroethyl)triazole-4-carboxamide